N-(5-((3-((4-chloro-3-(trifluoromethyl)phenyl)sulfonamido)-5-methylpyridin-2-yl)oxy)pyridin-2-yl)but-2-ynamide ClC1=C(C=C(C=C1)S(=O)(=O)NC=1C(=NC=C(C1)C)OC=1C=CC(=NC1)NC(C#CC)=O)C(F)(F)F